COC1=CC=C(C=C1)C1NCC2N(C1)CCC2 3-(4-methoxyphenyl)octahydropyrrolo[1,2-a]pyrazine